1-tert-Butyl 3-methyl (-)-trans-4-(thiophen-2-yl)pyrrolidine-1,3-dicarboxylate S1C(=CC=C1)[C@H]1[C@@H](CN(C1)C(=O)OC(C)(C)C)C(=O)OC